C12(CC(C1)C2)CN2N=C(C(=C2C(=O)NC2=CC(=C(C=C2)F)C(N)=O)C(F)(F)F)C 1-(bicyclo[1.1.1]pentan-1-ylmethyl)-N-(3-carbamoyl-4-fluorophenyl)-3-methyl-4-(trifluoromethyl)-1H-pyrazole-5-carboxamide